diaminobiphenyl-2,2'-Dicarboxylic Acid NC=1C(=C(C(=CC1)C=1C(=CC=CC1)C(=O)O)C(=O)O)N